C1(CCCCC1)CCOC1=CC=C(C=C2C(NC(S2)=O)=O)C=C1 5-(4-(2-cyclohexylethoxy)benzylidene)thiazolidine-2,4-dione